BrC=1C=C(SC1)C(=O)NC=1C(=NC=C(C(=O)NC2=CC=C(C=C2)OC(F)(F)Cl)C1)N1C[C@@H](CC1)O (R)-5-(4-bromothiophene-2-carboxamido)-N-(4-(chlorodifluoromethoxy)phenyl)-6-(3-hydroxypyrrolidin-1-yl)nicotinamide